3-amino-4-(3,5-dichlorophenyl)butyric acid NC(CC(=O)O)CC1=CC(=CC(=C1)Cl)Cl